C1(=CC=C(C=C1)CCCC(=O)N(CC)CC)C1=CC=CC=C1 4-([1,1'-biphenyl]-4-yl)-N,N-diethyl-butyramide